C(CCCCCC)NCCCCCCC di-n-heptyl-amine